BrC=1C=C2C=C(N=CC2=C(C1)Cl)NC(=O)[C@H]1[C@@H](C1)C#N trans-N-(6-bromo-8-chloroisoquinolin-3-yl)-2-cyanocyclopropane-1-carboxamide